O=C1N(CCC(N1)=O)C1=CC(=C(CN(C2CCN(CC2)C2=CC=C3CN(C(C3=C2)=O)C(C(=O)NC=2SC=CN2)C2=C(C=CC(=C2)F)O)C)C=C1)F 2-(6-(4-((4-(2,4-dioxotetrahydropyrimidin-1(2H)-yl)-2-fluorobenzyl)(methyl)amino)piperidin-1-yl)-1-oxoisoindolin-2-yl)-2-(5-fluoro-2-hydroxyphenyl)-N-(thiazol-2-yl)acetamide